3-((2,3-difluoro-4-methylbenzyl)oxy)cyclobutanol FC1=C(COC2CC(C2)O)C=CC(=C1F)C